CCCCCCCCCCCCCCC(CCCCCCCCCCCCCC)CO[C@H]1[C@@H]([C@H]([C@@H]([C@H](O1)CO)O[C@H]2[C@@H]([C@H]([C@H]([C@H](O2)CO)O)O[C@H]3[C@@H]([C@H]([C@@H]([C@H](O3)COS(=O)(=O)[O-])O[C@H]4[C@@H]([C@H]([C@H]([C@H](O4)CO)O)OC56C[C@@H]([C@H]([C@@H](O5)[C@@H]([C@@H](CO)O)O)NC6=O)O)O)O)NC(=O)C)O)O)O.[Na+] The molecule is a neoglycolipid consisting of a linear pentasaccharide made up from one lactamized sialyl residue, two galactose residues, one N-acetyl-6-sulfonatoglucosamine residue (with associated sodium cation) and one glucose residue, which at the reducing end is attached glycosidically to a 2-(tetradecyl)hexadecyl group. It is a neoglycolipid, an oligosaccharide sulfate and a glycoside. It contains a delta-lactam ring.